Methyl 5,6-difluoro-4-hydroxyl-2-naphthalenecarboxylate FC1=C2C(=CC(=CC2=CC=C1F)C(=O)OC)O